CC1(N(CC1)C1=CC(=C(C=O)C(=C1)O)F)C 4-(2,2-dimethylazetidin-1-yl)-2-fluoro-6-hydroxy-benzaldehyde